palladium (II) bis(triphenylphosphine) diacetate C(C)(=O)[O-].C(C)(=O)[O-].C1(=CC=CC=C1)P(C1=CC=CC=C1)C1=CC=CC=C1.C1(=CC=CC=C1)P(C1=CC=CC=C1)C1=CC=CC=C1.[Pd+2]